N(=[N+]=[N-])[C@@]1(C[C@H](O)[C@@H](CO)O1)N1C=NC=2C(O)=NC=NC12 azido-2'-deoxyinosine